FC(C=1C=C(C=2C(=C(SN2)N[C@@H](C)C2=NC=NN2C2=NC=CC=C2C#N)C1)C(F)(F)F)(F)F [5-[(1S)-1-[[5,7-bis(trifluoromethyl)-2,1-benzothiazol-3-yl]amino]ethyl]-1,2,4-triazol-1-yl]pyridine-3-carbonitrile